2-{2-[bis(1H-1,3-Benzodiazol-2-ylmethyl)amino]ethyl}-N-[(3-fluoropyridin-2-yl)methyl]-1,3-thiazole-4-carboxamide N1C(=NC2=C1C=CC=C2)CN(CCC=2SC=C(N2)C(=O)NCC2=NC=CC=C2F)CC2=NC1=C(N2)C=CC=C1